(4-(6-methylbenzo[d]thiazol-2-yl)phenyl)-1-(3-nitrophenyl)methanesulfonamide CC1=CC2=C(N=C(S2)C2=CC=C(C=C2)C(S(=O)(=O)N)C2=CC(=CC=C2)[N+](=O)[O-])C=C1